ethyl 2-[3-[6-cyano-5-(trifluoromethyl)pyridin-3-yl]-5,5-dimethyl-4-oxo-2-thioxo-imidazolidin-1-yl]acetate C(#N)C1=C(C=C(C=N1)N1C(N(C(C1=O)(C)C)CC(=O)OCC)=S)C(F)(F)F